CC1=C(NC(CC(CN=NC2=C(C=C(C=C2)S(=O)(=O)[O-])[N+](=O)[O-])=O)=O)C=CC=C1 4-[[4-(2-methylanilino)-2,4-dioxobutyl]diazenyl]-3-nitrobenzenesulfonate